(3-fluoro-2-methoxy-5-(2-(oxazol-5-yl)propan-2-yl)phenyl)boronic acid FC=1C(=C(C=C(C1)C(C)(C)C1=CN=CO1)B(O)O)OC